N1(CCCC1)C=1N=C(C2=CC=CC=C2C1)C=O pyrrolidinoisoquinolineAl